(2R,3R)-2-amino-4,4,4-trifluoro-3-[(pyridin-2-yl)amino]butanoic acid N[C@@H](C(=O)O)[C@H](C(F)(F)F)NC1=NC=CC=C1